3,5-dimethyladamantanyl acrylate C(C=C)(=O)OC12CC3(CC(CC(C1)C3)(C2)C)C